N(=[N+]=[N-])CCOCCOCCOCCOCC(N[C@H](C(=O)N1[C@@H](C[C@H](C1)O)C(=O)NCC1=CC=C(C=C1)C1=C(N=CS1)C)C(C)(C)C)=O (2S,4r)-1-((S)-17-azido-2-(tert-butyl)-4-oxo-6,9,12,15-tetraoxa-3-aza-heptadecanoyl)-4-hydroxy-N-(4-(4-methylthiazol-5-yl)benzyl)pyrrolidine-2-carboxamide